CCOCNCCNCCNCCNCCNCCNCCNCCNCCNCCNCCC(=O)[O-] 3-oxa-5,8,11,14,17,20,23,26,29,32-decaazapentatriacontan-35-oate